(4S)-1-[3-(difluoromethoxymethyl)cyclobutyl]-5,5-difluoro-3-(trifluoromethyl)-6,7-dihydro-4H-indazol-4-ol FC(OCC1CC(C1)N1N=C(C=2[C@@H](C(CCC12)(F)F)O)C(F)(F)F)F